C(=O)(O)C=1C=C2C(C(N(C2=CC1)CC)C)(C)C 5-carboxyl-2,3,3-trimethyl-1-ethyl-3H-indole